N-[[3-chloro-5-(trifluoromethyl)pyridin-2-yl]methyl]-5-oxo-1-[3-(trifluoromethyl)phenyl]pyrrolidine-3-carboxamide ClC=1C(=NC=C(C1)C(F)(F)F)CNC(=O)C1CN(C(C1)=O)C1=CC(=CC=C1)C(F)(F)F